SCC1SC(CS1)S 2-mercaptomethyl-5-mercapto-1,3-dithiacyclopentane